decanylene glycol C(CCCCCCCCCO)O